3-(2,4-difluorophenyl)-1-[4-(1-methylpyrazol-4-yl)-3,4-dihydro-1H-isoquinolin-2-yl]propan-1-one FC1=C(C=CC(=C1)F)CCC(=O)N1CC2=CC=CC=C2C(C1)C=1C=NN(C1)C